tert-butyl (5-((2-nitro-4-(((triisopropylsilyl)oxy)methyl)phenyl)amino)pentyl)carbamate [N+](=O)([O-])C1=C(C=CC(=C1)CO[Si](C(C)C)(C(C)C)C(C)C)NCCCCCNC(OC(C)(C)C)=O